((3-(2-fluorophenyl)-5-methyl-5,6-dihydropyrrolo[3,4-c]pyrazol-2(4H)-yl)methyl)-N,2'-dihydroxy-[1,1'-biphenyl]-3-carboxamide FC1=C(C=CC=C1)C1=C2C(=NN1CC1=C(C=CC=C1C(=O)NO)C1=C(C=CC=C1)O)CN(C2)C